OCCCC(C(=O)N1CCC(CC1)N1N=CC(=C1)C1=NC2=CC=CC=C2N=C1)C 5-hydroxy-2-methyl-1-[4-(4-quinoxalin-2-ylpyrazol-1-yl)-1-piperidyl]pentan-1-one